2-hydroxyethyl (S)-2-(4-((4'-(1,1,1,3,3,3-hexafluoro-2-hydroxypropan-2-yl)-[1,1'-biphenyl]-4-yl)methyl)-1-(pyridin-4-ylmethyl)piperazin-2-yl)acetate FC(C(C(F)(F)F)(O)C1=CC=C(C=C1)C1=CC=C(C=C1)CN1C[C@@H](N(CC1)CC1=CC=NC=C1)CC(=O)OCCO)(F)F